CC1(NN(C(=C1)C(=O)NC1COCC1)[C@@H](C)C1=CC=CC=C1)C(=O)N 3-methyl-1-((S)-1-phenylethyl)-N5-(tetrahydrofuran-3-yl)-1H-pyrazole-3,5-dicarboxamide